COC=1C=C(C=CC1OC)C=1N(C2=CC=C(C=C2C1C(C)C)O)C(=O)OC(C)(C)C tert-butyl 2-(3,4-dimethoxyphenyl)-5-hydroxy-3-isopropyl-1H-indole-1-carboxylate